N6-propargylethoxy-L-lysine C(C#C)CCONCCCC[C@H](N)C(=O)O